N-[(1R)-1-(5-Methylpyrazin-2-yl)ethyl]-3-(5-methyl-1,3-thiazol-2-yl)-5-[(3S)-tetrahydrofuran-3-ylmethoxy]benzamide CC=1N=CC(=NC1)[C@@H](C)NC(C1=CC(=CC(=C1)OC[C@@H]1COCC1)C=1SC(=CN1)C)=O